7-Bromo-3-nitroquinolin-4-ol BrC1=CC=C2C(=C(C=NC2=C1)[N+](=O)[O-])O